OC(C)(C)C=1C=C(SC1)[S@](=O)(N)=NC(NC1=C2C(CCC2=CC=2CCCC12)=O)=O |o1:9| (S) or (R)-4-(2-hydroxypropan-2-yl)-N'-((3-oxo-1,2,3,5,6,7-hexahydro-s-indacen-4-yl)carbamoyl)thiophene-2-sulfonimidamide